5-(2-chlorophenoxy)-6-fluoro-3-((2-methoxybenzyl)amino)-4H-benzo[e][1,2,4]thiadiazine 1,1-dioxide ClC1=C(OC2=C(C=CC3=C2NC(=NS3(=O)=O)NCC3=C(C=CC=C3)OC)F)C=CC=C1